C(C)(C)OC(=O)C1=CC(=C(C=N1)C(=O)O)C1=C(C=CC=C1)OC 6-(isopropoxycarbonyl)-4-(2-methoxyphenyl)pyridine-3-carboxylic acid